N-(4-hydroxyphenyl)-1,2-dimethyl-pyrrole-3-carboxamide OC1=CC=C(C=C1)NC(=O)C1=C(N(C=C1)C)C